2-[2-[2-[2-[2-[bis(tert-butoxycarbonyl)amino] ethoxy]ethoxy]ethoxy]ethoxy]ethyl-4-methylbenzenesulfonate C(C)(C)(C)OC(=O)N(CCOCCOCCOCCOCCOS(=O)(=O)C1=CC=C(C=C1)C)C(=O)OC(C)(C)C